C[C@H](CCC(=O)[O-])[C@H]1CC[C@@H]2[C@@]1(CC[C@H]3[C@H]2CC[C@H]4[C@@]3(CC[C@H](C4)O[C@H]5[C@@H]([C@H]([C@@H]([C@H](O5)C(=O)[O-])O)O)O)C)C The molecule is a steroid glucuronide anion that is the conjugate base of lithocholic acid 3-O-(beta-D-glucuronide) arising from deprotonation of the carboxylic acid functions; major species at pH 7.3. It is a steroid glucosiduronic acid anion, a beta-D-glucosiduronate and a dicarboxylic acid dianion. It is a conjugate base of a lithocholic acid 3-O-(beta-D-glucuronide).